FC1=CC=C(C=C1)C1=CNC=2N=C(N=C(C21)OC)NC2=CC=C(C=C2)CN2CCN(CC2)C 5-(4-fluorophenyl)-4-methoxy-N-(4-((4-methylpiperazin-1-yl)methyl)phenyl)-7H-pyrrolo[2,3-d]pyrimidin-2-amine